7-fluoro-1-methyl-8-(oxiran-2-ylmethyl)quinolin-2(1H)-one FC1=CC=C2C=CC(N(C2=C1CC1OC1)C)=O